ClC=1C=NC(=NC1)C=1C[C@@H](NCC1)C (S)-5-chloro-2-(2-methyl-1,2,3,6-tetrahydropyridin-4-yl)pyrimidine